N-(4-(cis-bicyclo[3.1.0]hexan-3-yloxy)-3,5-difluorophenyl)-5-propyl-2-(pyrrolidin-1-yl)oxazole-4-carboxamide C12CC(CC2C1)OC1=C(C=C(C=C1F)NC(=O)C=1N=C(OC1CCC)N1CCCC1)F